O=S1(CC(CC1)NC(C1=NC(=CC(=C1)C)N1C=NC=C1)=O)=O N-(1,1-Dioxidotetrahydrothiophen-3-yl)-6-(1H-imidazol-1-yl)-4-methylpicolinamide